C(C)(C)(C)OC(NC=1N(N=C(C1C(N)=O)C=1C=NC(=CC1)C(C(=O)NC1=CC(=NO1)C(CC)(C)C)C)C(C)C)=O N-[4-carbamoyl-5-[6-[2-[[3-(1,1-dimethylpropyl)isoxazol-5-yl]amino]-1-methyl-2-oxo-ethyl]-3-pyridinyl]-2-isopropyl-pyrazol-3-yl]carbamic acid tert-butyl ester